2-methyl-3-(4-tert-butylbenzyl)propanal CC(C=O)CCC1=CC=C(C=C1)C(C)(C)C